3-cyano-N-(3-fluoro-2,6-diisopropylphenyl-carbamoyl)-5-(2-hydroxypropan-2-yl)benzenesulfonamide C(#N)C=1C=C(C=C(C1)C(C)(C)O)S(=O)(=O)NC(NC1=C(C(=CC=C1C(C)C)F)C(C)C)=O